4-methyl-6-(2-methylmorpholino)picolinohydrazide CC1=CC(=NC(=C1)N1CC(OCC1)C)C(=O)NN